NC1=C(N=C2C(=N1)NC=C2C#N)C(=O)NCC2=[N+](C1=C(N2CC)C=C(C=C1)OC)CC 2-[({3-amino-7-cyano-5H-pyrrolo[2,3-b]pyrazin-2-yl}formamido)methyl]-1,3-diethyl-6-methoxy-1H-1,3-benzodiazol-3-ium